C(C)(C)(C)NC(C=CC)=O N-tert.Butylbutenamide